3-(5-(1-(1-Methylazetidin-3-yl)-4-(pyrrolidin-1-ylmethyl)-1H-pyrrolo[2,3-b]pyridin-6-yl)-1-oxoisoindolin-2-yl)piperidine-2,6-dione CN1CC(C1)N1C=CC=2C1=NC(=CC2CN2CCCC2)C=2C=C1CN(C(C1=CC2)=O)C2C(NC(CC2)=O)=O